CC=1C=C(C=2OC3(CN(C2N1)C(F)(F)F)CC3)C#N 6'-methyl-4'-(trifluoromethyl)-3',4'-dihydrospiro[cyclopropane-1,2'-pyrido[3,2-b][1,4]oxazine]-8'-carbonitrile